C(C=C)(=O)N1CC(C1)(F)CN1C2=C(N(C=C1)C=1C(=NC=CC1C)C(C)C)N=C(C(=C2)Cl)C2=C(C=CC=C2C)OC 1-((1-acryloyl-3-fluoroazetidin-3-yl)methyl)-7-chloro-4-(2-isopropyl-4-methylpyridin-3-yl)-6-(2-methoxy-6-methylphenyl)-1,4-dihydropyrido[2,3-b]pyrazine